(R)-N-(1-(cyclopropylmethyl)piperidin-3-yl)-2-(8-isopropyl-5-oxothieno[3',2':4,5]pyrrolo[1,2-d][1,2,4]triazin-6(5H)-yl)acetamide formate C(=O)O.C1(CC1)CN1C[C@@H](CCC1)NC(CN1N=C(N2C(C1=O)=CC1=C2SC=C1)C(C)C)=O